FC1=C(CN(C(C(CC)(C)C)=O)C)C=CC(=C1)F N-(2,4-difluorobenzyl)-N,2,2-trimethylbutanamide